(2-aminopyridin-4-yl)oxazole-4-carboxylic acid NC1=NC=CC(=C1)C=1OC=C(N1)C(=O)O